CC1(N(C2=CC3=C(C=C2C(=C1)C)C=C1C(CC(=CC1=[O+]3)N(C3=CC=CC=C3)C)(C)C)CCCCCC(=O)O)C 6-[2,2,4,7,7-Pentamethyl-9-(N-methylanilino)-8H-chromeno[3,2-g]quinolin-11-ium-1-yl]hexanoic acid